C1(CCCCCCC1)C(C(=O)OCC)C(=O)OCC Diethyl 2-cyclooctylmalonate